4-(4-(8-(4-Chlorophenyl)-2-imino-3-methyl-2,3-dihydro-1H-imidazo[4,5-c]quinolin-1-yl)-2-cyano-5-methylphenyl)piperazine-1-carboxylic acid tert-butyl ester C(C)(C)(C)OC(=O)N1CCN(CC1)C1=C(C=C(C(=C1)C)N1C(N(C=2C=NC=3C=CC(=CC3C21)C2=CC=C(C=C2)Cl)C)=N)C#N